ClC1=NC=2N(C(N(C(C2N1C)=O)CC)=O)C 8-chloro-1-ethyl-3,7-dimethyl-1H-purine-2,6(3H,7H)-dione